phenylthiocarbonate C1(=CC=CC=C1)OC([O-])=S